BrC=1C=C2C(CCC(C2=CC1)NS(=O)C(C)(C)C)(F)F N-(6-bromo-4,4-difluoro-1,2,3,4-tetrahydronaphthalen-1-yl)-2-methylpropan-2-sulfinamide